2-bromo-4-(1-(3,5-difluorophenyl)-2-methoxyethyl)-1-fluorobenzene BrC1=C(C=CC(=C1)C(COC)C1=CC(=CC(=C1)F)F)F